CN(C1=CC=C(S1)\C=C/1\C(=NOC1=O)CC(=O)OCC1=CC=CC=C1)C benzyl (Z)-2-(4-((5-(dimethylamino)thiophen-2-yl)methylene)-5-oxo-4,5-dihydroisoxazol-3-yl)acetate